3-(2,3-epoxypropyl)propyltrioxysilane C(C1CO1)CCCOOO[SiH3]